tris-o-tolylphosphine C1(=C(C=CC=C1)P(C1=C(C=CC=C1)C)C1=C(C=CC=C1)C)C